5-[2-(tert-butoxy)-2-oxoethyl]-[1,2,4]triazolo[1,5-a]pyridin-8-yl 4-{[(1Z)-{[(tert-butoxy)carbonyl]amino}({[(tert-butoxy) carbonyl]imino})methyl]amino}-3-methoxybenzoate C(C)(C)(C)OC(=O)N\C(=N/C(=O)OC(C)(C)C)\NC1=C(C=C(C(=O)OC=2C=3N(C(=CC2)CC(=O)OC(C)(C)C)N=CN3)C=C1)OC